(R)-1-(2-(3-aminoazetidin-1-yl)-7-(8-ethyl-7-fluoro-3-hydroxynaphthalen-1-yl)-5,6,7,8-tetrahydropyrido[3,4-d]pyrimidin-4-yl)-3-methylpiperidin-3-ol NC1CN(C1)C=1N=C(C2=C(N1)CN(CC2)C2=CC(=CC1=CC=C(C(=C21)CC)F)O)N2C[C@@](CCC2)(O)C